ClC1=NC=C(C=N1)C(=O)NC=1C=CC(=NC1)C=1N=NN(C1NC(O[C@H](C)C=1C(=NC=C(C1)F)F)=O)C (R)-1-(2,5-difluoropyridin-3-yl)ethyl (4-(5-(2-chloropyrimidine-5-carboxamido)pyridin-2-yl)-1-methyl-1H-1,2,3-triazol-5-yl)carbamate